1-(2-(4-((2-(dimethylamino)ethyl)(methyl)amino)-2-methoxy-5-nitrophenylamino)pyrimidin-4-yl)-3-(3-methylbut-2-enyl)-1H-benzo[d]imidazol-2(3H)-one CN(CCN(C1=CC(=C(C=C1[N+](=O)[O-])NC1=NC=CC(=N1)N1C(N(C2=C1C=CC=C2)CC=C(C)C)=O)OC)C)C